(2R,3S,4S)-4-hydroxy-2-[(4-methoxyphenyl) methyl]pyrrolidin-3-yl N-{2-[(3R,4R)-3,4-diacetamidopyrrolidin-1-yl]ethyl}carbamate C(C)(=O)N[C@@H]1CN(C[C@H]1NC(C)=O)CCNC(O[C@H]1[C@H](NC[C@@H]1O)CC1=CC=C(C=C1)OC)=O